R-BETA-HYDROXYBUTYRATE O[C@@H](CC(=O)[O-])C